OCC1CC1C 2-(hydroxymethyl)-3-methylcyclopropane